N1C=C(C=2C1=NC=CC2)C=2C=NN(C2)C2(CN(C2)S(=O)(=O)CC)CC(=O)N 2-(3-(4-(1H-pyrrolo[2,3-b]pyridin-3-yl)-1H-pyrazol-1-yl)-1-(ethanesulfonyl)azetidin-3-yl)acetamide